8-methoxyguanine COC1=NC=2N=C(NC(C2N1)=O)N